C(C)(=O)NC(C)C1=NN(C(C=2N1C=C(C2)C(C)C)=O)CC(=O)OCC ethyl 2-(4-(1-acetamidoethyl)-7-isopropyl-1-oxopyrrolo[1,2-d][1,2,4]triazin-2(1H)-yl)acetate